((3S,7aR)-7a-(hydroxymethyl)hexahydro-1H-pyrrolizin-3-yl)methyl decyl(methyl)carbamate C(CCCCCCCCC)N(C(OC[C@@H]1CC[C@]2(CCCN12)CO)=O)C